7-bromo-1-(difluoromethyl)indazole BrC=1C=CC=C2C=NN(C12)C(F)F